(P)-7-Amino-8-(3-hydroxy-2-methylphenyl)-3-methyl-[1,2,4]triazolo[4,3-a]pyridine-6-carboxamide NC1=C(C=2N(C=C1C(=O)N)C(=NN2)C)C2=C(C(=CC=C2)O)C